FC1=C(C(=C(C=C1N1N=C(C=2C1=CN=C(C2)N2C1(CC1)CN(CC2)S(=O)(=O)C)C)C(F)(F)F)F)O 2,6-Difluoro-3-(3-methyl-5-(7-(methylsulfonyl)-4,7-diazaspiro[2.5]octan-4-yl)-1H-pyrazolo[3,4-c]pyridine-1-yl)-5-(trifluoromethyl)phenol